O=C1N(CC2(C1)CCN(CC2)C(=O)OC(C)(C)C)CC2=NC(=NC=C2)C(F)(F)F tert-butyl 3-oxo-2-((2-(trifluoromethyl)pyrimidin-4-yl)methyl)-2,8-diazaspiro[4.5]decane-8-carboxylate